2-(methoxymethyl)pyrrolidin COCC1NCCC1